ClC=1C=NC(=C(C(=O)NC2CCC(CC2)CN2C(N(C3=C2C=CC=C3)C=3C=NC=C(C3)C=3OC=CN3)=O)C1)C 5-chloro-2-methyl-N-((1r,4r)-4-((3-(5-(oxazol-2-yl)pyridin-3-yl)-2-oxo-2,3-dihydro-1H-benzo[d]imidazol-1-yl)methyl)cyclohexyl)nicotinamide